(R)-(1-(1-(hydroxymethyl)cyclopropyl)pyrrolidin-3-yl)(methyl)carbamic acid tert-butyl ester C(C)(C)(C)OC(N(C)[C@H]1CN(CC1)C1(CC1)CO)=O